O=C1N(CCC(N1)=O)C1=CC(=C(CN(C2CCN(CC2)C2=CC=C(C(=O)NC=3C4=C(NN3)CN(C4)C([C@@H](C4=CC=CC=C4)OC)=O)C=C2)C)C=C1)F (R)-4-(4-((4-(2,4-dioxotetrahydropyrimidin-1(2H)-yl)-2-fluorobenzyl)(methyl)amino)piperidin-1-yl)-N-(5-(2-methoxy-2-phenylacetyl)-1,4,5,6-tetrahydropyrrolo[3,4-c]pyrazol-3-yl)benzamide